FC(C1=CC=C(C=C1)S(=O)(=O)ON1C(=O)C2C3C=CC(C2C1=O)C3)(F)F N-(4-trifluoromethylbenzenesulfonyloxy)bicyclo[2.2.1]hept-5-ene-2,3-dicarboximide